2'-bromo-7'-cyclopropyl-7'H-spiro[cyclopropane-1,6'-pyrazolo[1,5-a]pyrazin]-4'(5'H)-one BrC1=NN2C(C(NC3(C2C2CC2)CC3)=O)=C1